cyclohexylpalladium C1(CCCCC1)[Pd]